trans-4-hydroxy-3-(2-methylpyridin-3-yl)piperidine-1-carboxylic acid tert-butyl ester C(C)(C)(C)OC(=O)N1C[C@H]([C@@H](CC1)O)C=1C(=NC=CC1)C